methyl 9-oxo-9H-fluorene-4-carboxylate O=C1C2=CC=CC=C2C=2C(=CC=CC12)C(=O)OC